(S)-(4-(7-fluoropyrazolo[1,5-a]pyridin-2-yl)-6,7-dihydro-1H-imidazo[4,5-c]pyridin-5(4H)-yl)(5-(5-methoxypyridin-2-yl)-1,3,4-oxadiazol-2-yl)methanone FC1=CC=CC=2N1N=C(C2)[C@H]2N(CCC1=C2N=CN1)C(=O)C=1OC(=NN1)C1=NC=C(C=C1)OC